O[C@H]1[C@H](O)C(CO)(O)CO1 beta-D-apiose